(R)-3-(benzo[b]thiophen-7-ylamino)pyrrolidine-1-carboxylic acid tert-butyl ester C(C)(C)(C)OC(=O)N1C[C@@H](CC1)NC1=CC=CC2=C1SC=C2